1-tert-butyl-3-[4-ethanesulfonamido-3-(2-methylpropoxy)phenyl]-5-{[6-(trifluoromethyl)pyridin-2-yl]amino}-1H-pyrazole-4-carboxamide C(C)(C)(C)N1N=C(C(=C1NC1=NC(=CC=C1)C(F)(F)F)C(=O)N)C1=CC(=C(C=C1)NS(=O)(=O)CC)OCC(C)C